C[C@H](CCCC(C)C)[C@H]1CC[C@@H]2[C@@]1(CC[C@H]3[C@H]2C[C@@H]([C@@H]4[C@@]3(CC[C@@H](C4)O)C)O)C The molecule is a sterol that is cholestanol in which the hydrogen at the 6alpha position has been replaced by a hydroxy group. It is a 3beta-hydroxy steroid, a 6alpha-hydroxy steroid, a diol and a sterol.